tert-butyl 4-((3-bromo-2-fluorophenyl)difluoromethyl)piperidine-1-carboxylate BrC=1C(=C(C=CC1)C(C1CCN(CC1)C(=O)OC(C)(C)C)(F)F)F